6-[(2,5-Dioxopyrrolidin-1-yl)oxy]-N-(2-{[α-D-mannopyranosyl-(1→3)-[α-D-mannopyranosyl-(1→6)]-α-D-glucopyranosyl]oxy}ethyl)-6-oxo-hexanamide O=C1N(C(CC1)=O)OC(CCCCC(=O)NCCO[C@@H]1[C@H](O)[C@@H](O[C@@H]2[C@@H](O)[C@@H](O)[C@H](O)[C@H](O2)CO)[C@H](O)[C@H](O1)CO[C@@H]1[C@@H](O)[C@@H](O)[C@H](O)[C@H](O1)CO)=O